4-bromo-3-(4-fluorophenyl)-1-(oxazolidin-2-yl)-1H-pyrazole BrC=1C(=NN(C1)C1OCCN1)C1=CC=C(C=C1)F